triamyl-ascorbic acid C(CCCC)C([C@@]([C@@]1(C(=C(C(=O)O1)O)O)CCCCC)(O)CCCCC)O